ethyl 1-(diphenylphosphoryl)-2-methyl-5-oxo-2-phenylpyrrolidine-3-carboxylate C1(=CC=CC=C1)P(=O)(C1=CC=CC=C1)N1C(C(CC1=O)C(=O)OCC)(C1=CC=CC=C1)C